5-(2-chlorobenzyl)-3-(((3-methoxypyridin-2-yl)methyl)amino)-4H-benzo[e][1,2,4]thiadiazine 1,1-dioxide ClC1=C(CC2=CC=CC3=C2NC(=NS3(=O)=O)NCC3=NC=CC=C3OC)C=CC=C1